N[C@H](C)C=1C=C(C=C2C(C=C(OC12)SCC)=O)C (R)-8-(1-aminoethyl)-2-(ethylthio)-6-methyl-4H-chromen-4-one